[Ag].C(C)(=O)N1CCC2=CC(=CC=C12)C(CCN1CCC(CC1)C1=NOC2=C1C=CC(=C2)F)=O 1-(1-Acetylindolin-5-yl)-3-(4-(6-fluorobenzo[d]isoxazol-3-yl)piperidin-1-yl)propan-1-one Silver (0)